NC1=CC(=C2C(=N1)C(C=1C(=CC=CC1O2)Cl)=O)C2=CC=C(C=C2)N2CCN(CC2)CC2CCN(CC2)C2=CC(=C1CN(C(C1=C2)=O)C2C(NC(CC2)=O)=O)OC 3-(6-(4-((4-(4-(2-amino-9-chloro-10-oxo-10H-chromeno[3,2-b]pyridin-4-yl)phenyl)piperazin-1-yl)methyl)piperidin-1-yl)-4-methoxy-1-oxoisoindolin-2-yl)piperidine-2,6-dione